9-(4-(2H-1,2,3-triazol-4-yl)benzyl)-2-(2-isopropylphenyl)-7,9-dihydro-8H-purin-8-one N=1NN=C(C1)C1=CC=C(CN2C3=NC(=NC=C3NC2=O)C2=C(C=CC=C2)C(C)C)C=C1